C(\C=C\C(=O)O)(=O)O.C(\C=C\C(=O)O)(=O)O.ClC=1C(=C(CN2C[C@@H](CC2)CN)C=CC1OCC)F (S)-(1-(3-chloro-4-ethoxy-2-fluorobenzyl)pyrrolidin-3-yl)methanamine difumarate